FC(C(COC)O)(F)F 1,1,1-trifluoro-3-methoxypropan-2-ol